COC1=C(C=CC=C1OC)C=1C(=NC(=CC1)C)N 3-(2,3-dimethoxyphenyl)-6-methyl-2-aminopyridine